di(1-methylcyclopentyl)bromobenzene CC1(CCCC1)C=1C(=C(C=CC1)Br)C1(CCCC1)C